1-methylcyclopropan-1-ol CC1(CC1)O